2-(4-(difluoromethoxy)-3-fluoro-6-(2-fluoropyridin-4-yl)-2-isopropylphenyl)acetic acid tert-butyl ester C(C)(C)(C)OC(CC1=C(C(=C(C=C1C1=CC(=NC=C1)F)OC(F)F)F)C(C)C)=O